tert-butyl 1-(3-ethoxy-3-oxopropyl)-3-azabicyclo[3.2.1]octane-3-carboxylate C(C)OC(CCC12CN(CC(CC1)C2)C(=O)OC(C)(C)C)=O